7-(cyclopropylamino)pyrazolo[1,5-a]pyrimidine-3-carbonitrile C1(CC1)NC1=CC=NC=2N1N=CC2C#N